2-chloro-5-((1R,3R)-2,2-dichloro-3-(4-fluoro-3-(trifluoromethyl)phenyl)cyclopropane-1-carboxamido)-4-fluoro-N-phenylbenzamide ClC1=C(C(=O)NC2=CC=CC=C2)C=C(C(=C1)F)NC(=O)[C@@H]1C([C@H]1C1=CC(=C(C=C1)F)C(F)(F)F)(Cl)Cl